C1(=C(C=C(C(=C1)CNCCN)CNCCN)CNCCN)CNCCN N1,N1',N1'',N1'''-(benzene-1,2,4,5-tetrayltetrakis(methylene))tetrakis(ethane-1,2-diamine)